FC1=C(C(=O)OCC)C(=CC=C1)F ethyl 2,6-difluorobenzoate